C1=CC12C=CC=C2 Spiro[2.4]Heptatriene